1-(4-bromo-5-chloro-2-methoxy-phenyl)-3-[(1S)-1-(2-pyrimidin-2-yl-1,2,4-triazol-3-yl)ethyl]urea BrC1=CC(=C(C=C1Cl)NC(=O)N[C@@H](C)C=1N(N=CN1)C1=NC=CC=N1)OC